(R)-2-methyl-4-(1-(3-nitro-5-(trifluoromethyl)phenyl)ethylamino)-7-oxo-7,8-dihydropyrido[2,3-d]pyrimidine-6-carboxylic acid CC=1N=C(C2=C(N1)NC(C(=C2)C(=O)O)=O)N[C@H](C)C2=CC(=CC(=C2)C(F)(F)F)[N+](=O)[O-]